N1CC(CCC1)C(C)=O 1-piperidin-3-yl-ethanone